ClC1=C(C(=CC=C1Cl)F)[C@@]1(CN(CC1)C(=O)OC(C)(C)C)NC=1C(=C2C(N(C=NC2=CC1)C)=O)F tert-butyl (S)-3-(2,3-dichloro-6-fluorophenyl)-3-(5-fluoro-3-methyl-4-oxo-3,4-dihydro-6-quinazolinylamino)-1-pyrrolidinecarboxylate